C(=O)(O)C=CNCCC(=O)O N-carboxyvinyl-β-alanine